((3-chloro-2-methoxyphenyl)amino)-2-(3-((6-(difluoromethyl)pyridin-2-yl)methoxy)pyridin-4-yl)-6,7-dihydro-1H-pyrrolo[3,2-c]pyridin-4(5H)-one ClC=1C(=C(C=CC1)NN1C(=CC=2C(NCCC21)=O)C2=C(C=NC=C2)OCC2=NC(=CC=C2)C(F)F)OC